2-(3-Oxa-6-azabicyclo[3.1.1]heptan-6-yl)-N-(4-((4-fluorophenyl)carbamoyl)-6-methoxypyridin-3-yl)-6-methoxybenzo[d]thiazole-7-carboxamide C12COCC(N1C=1SC3=C(N1)C=CC(=C3C(=O)NC=3C=NC(=CC3C(NC3=CC=C(C=C3)F)=O)OC)OC)C2